quercetin oxonium iron tetrachloride salt [Fe](Cl)(Cl)(Cl)Cl.[OH3+].O1C(=C(O)C(=O)C=2C(O)=CC(O)=CC12)C1=CC(O)=C(O)C=C1